C(CCCCCCC)OC(C(C(=O)OCCCCCCCC)(CCC)CCCCCCI)=O 2-(6-Iodohexyl)-2-propylmalonic acid dioctyl ester